BrC=1C=C(C=C(C1)C(F)(F)F)N(C(=O)N([C@@H]1CN(C[C@H]1C1=CC=C(C=C1)F)C(=O)OC(C)(C)C)C)C tert-butyl (3S,4R)-3-[{[3-bromo-5-(trifluoromethyl)phenyl](methyl)carbamoyl}(methyl)amino]-4-(4-fluorophenyl)pyrrolidine-1-carboxylate